BrC=1C=C(C(=C(C1)S(=O)(=O)Cl)O)[N+](=O)[O-] 5-Bromo-2-hydroxy-3-nitrobenzenesulfonyl chloride